bis(pseudocumene) nickel [Ni].C=1(C)C(C)=CC(C)=CC1.C=1(C)C(C)=CC(C)=CC1